1,3-dioxazin O1NOCC=C1